[Ru].CC1=C(C(=CC(=C1)C)C)C1(C(C(=CC=C1)C1=C(C=C(C=C1C)C)C)=C1NCCN1)C=C1C(CCC(C1)(Cl)Cl)P(C1CCCCC1)C1CCCCC1 1,3-bis-(2,4,6-trimethylphenyl)-2-(imidazolidinylidene)(phenyl-methylene)dichloro(tricyclohexyl-phosphine) ruthenium